COCCOCCOC 2-methoxyethyl ether